ClC1=CC=C2C=NC(=NC2=C1C=1C=C(C=CC1)NC(C=C)=O)NC1=CC=C(C=C1)N1CCN(CC1)C N-(3-(7-chloro-2-((4-(4-methylpiperazin-1-yl)phenyl)amino)quinazolin-8-yl)phenyl)acrylamide